CN(S(=O)(=O)CCN1CC2(CC1)CCN(CC2)C=2C1=C(N=C(N2)C=2C(=NNC2)C)C=NC=C1)C N,N-dimethyl-2-(8-(2-(3-methyl-1H-pyrazol-4-yl)pyrido[3,4-d]pyrimidin-4-yl)-2,8-diazaspiro[4.5]decan-2-yl)ethanesulfonamide